ClC1=C(C=CC=C1C1=C(C(=NC=C1)C1=CC(=C(C=C1)CNC[C@@H](C)O)OC)Cl)C1=CC=C(C(=N1)OC)CNC1CCN(CC1)C(CCOC)=O (R)-1-(4-(((6-(2-chloro-3-(3-chloro-2-(4-(((2-hydroxypropyl)amino)methyl)-3-methoxyphenyl)pyridin-4-yl)phenyl)-2-methoxypyridin-3-yl)methyl)amino)piperidin-1-yl)-3-methoxypropan-1-one